CC1(COC2(CCCC2)OC1C(C)C)C 8,8-dimethyl-9-propan-2-yl-6,10-dioxaspiro[4.5]decane